FC1=C(COC(=O)N(C)CC2=C(C=NN2C)C2=CC=C(C=N2)OC2CCCCC2)C=C(C=C1)F (1S,3S)-3-((6-(5-(((((2,5-Difluoro-benzyl)oxy)carbonyl)(methyl)amino)methyl)-1-methyl-1H-pyrazol-4-yl)pyridin-3-yl)oxy)cyclohexan